N-(5-((4-chlorophenoxy)methyl)-1,3,4-thiadiazol-2-yl)-3-(2-fluoro-6-methoxyphenyl)isonicotinamide ClC1=CC=C(OCC2=NN=C(S2)NC(C2=C(C=NC=C2)C2=C(C=CC=C2OC)F)=O)C=C1